C(CCC=CCCCCCCCCCCCCC(=O)O)(=O)O 4-octadecen-dioic acid